COC(=O)C1=CC=C(C(=O)NC2=CC=C(N=N2)C=2N=NC(=CC2)NC(=O)C2=C(C3=CC=CC=C3C=C2)C(=O)O)C=C1 ({6'-[4-(methoxycarbonyl)benzamido]-[3,3'-bipyridazin]-6-yl}carbamoyl)naphthalene-1-carboxylic acid